5-bromo-N-(4,4-diethyl-7-(trifluoromethyl)-4H-chromeno[4,3-d]thiazol-2-yl)-3-methoxy-1-methyl-1H-pyrazole-4-carboxamide BrC1=C(C(=NN1C)OC)C(=O)NC=1SC2=C(N1)C=1C=CC(=CC1OC2(CC)CC)C(F)(F)F